7-formyl-3-methyl-N-(5-((1s,3s)-3-methyl-1-(4-methyl-4H-1,2,4-triazol-3-yl)cyclobutyl)pyridin-3-yl)-1H-pyrrolo[3,2-b]pyridine-5-carboxamide C(=O)C1=C2C(=NC(=C1)C(=O)NC=1C=NC=C(C1)C1(CC(C1)C)C1=NN=CN1C)C(=CN2)C